OC1=C(C(/C=C/C2=CC(=C(C=C2)O)CC=C(C)C)=O)C=CC(=C1)O 2',4,4'-Trihydroxy-3-prenylchalcone